6-(4-amino-3-((trimethylsilyl)ethynyl)phenyl)-5-methyl-2,3-diphenylpyrazolo[1,5-a]pyrimidin-7(4H)-one NC1=C(C=C(C=C1)C1=C(NC=2N(C1=O)N=C(C2C2=CC=CC=C2)C2=CC=CC=C2)C)C#C[Si](C)(C)C